2-Isopropyl-5-(quinazolin-2-yl)phenol C(C)(C)C1=C(C=C(C=C1)C1=NC2=CC=CC=C2C=N1)O